C[C@@H]1N(CCC1)C1=NC=C(C(=N1)OC1=CC=CC=C1)C(=O)N[C@@H](C)\C=C\S(=O)(=O)C 2-((S)-2-methylpyrrolidin-1-yl)-N-((S,E)-4-(methylsulfonyl)but-3-en-2-yl)-4-phenoxypyrimidine-5-carboxamide